BrC1=CC=2C(N(CCOC2[N+](=C1)[O-])CC1=C(C=CC(=C1)OC(F)(F)F)F)=O 7-Bromo-4-(2-fluoro-5-(trifluoromethoxy)benzyl)-5-oxo-2,3,4,5-tetrahydropyrido[3,2-f][1,4]oxazepine 9-oxide